tert-butyl 3-(2-bromoethyl)-1-oxo-2-oxa-8-azaspiro[4.5]decane-8-carboxylate BrCCC1OC(C2(C1)CCN(CC2)C(=O)OC(C)(C)C)=O